C(C)OC(COC=1C(=NC=CC1Br)C(C)(C)C)=O.C(C)OC1=CC=C(C=C1)C=1C=CC(=NC1)C(C)=O 1-(5-(4-ethoxyphenyl)pyridin-2-yl)ethan-1-one Ethyl-2-[(4-bromo-2-tert-butylpyridin-3-yl)oxy]acetate